3,3,5-trimethylcyclohexylaminoethane-1-sulfonic acid CC1(CC(CC(C1)C)NC(C)S(=O)(=O)O)C